(S)-2-((3-(Oxiran-2-ylmethoxy)phenyl)sulfonyl)acetamide O1[C@@H](C1)COC=1C=C(C=CC1)S(=O)(=O)CC(=O)N